N1(CCCCC1)CCN 1-Piperidineethanamine